heptadecyl methacrylate heptadecyl-acrylate C(CCCCCCCCCCCCCCCC)OC(C=C)=O.C(C(=C)C)(=O)OCCCCCCCCCCCCCCCCC